carboxyl-imidazole bromine salt [Br+].C(=O)([O-])C=1NC=CN1